FC(CCN(CC[C@@H](C(=O)O)NC=1C=2C(N=CN1)=CN(N2)C)CCCCC2=NC=1NCCCC1C=C2)F (S)-4-((3,3-difluoropropyl)(4-(5,6,7,8-tetrahydro-1,8-naphthyridin-2-yl)butyl)amino)-2-((2-methyl-2H-pyrazolo[4,3-d]pyrimidin-7-yl)amino)butanoic acid